FC(C=1C=NC(=NC1)N1CC[C@@H]2N(CC[C@@H]21)C(=O)OC(C)(C)C)(F)F tert-butyl cis-4-(5-(trifluoromethyl)pyrimidin-2-yl)hexahydropyrrolo[3,2-b]pyrrole-1(2H)-carboxylate